CC1(CC(OC1=O)CCC(=O)O)C 3-(4,4-Dimethyl-5-oxotetrahydrofuran-2-yl)propanoic acid